9,10-bis(3,5-diphenylphenyl)anthracene Methyl-(1S,2S,3R,4R)-3-aminobicyclo[2.2.1]hept-5-ene-2-carboxylate hydrochloride Cl.COC(=O)[C@H]1[C@@H]2C=C[C@H]([C@H]1N)C2.C2(=CC=CC=C2)C=2C=C(C=C(C2)C2=CC=CC=C2)C=2C1=CC=CC=C1C(=C1C=CC=CC21)C2=CC(=CC(=C2)C2=CC=CC=C2)C2=CC=CC=C2